rac-4-(1-hydroxy-2-((3aR,5s,6aS)-5-(4-methoxyphenoxy)hexahydrocyclopenta[c]pyrrol-2(1H)-yl)ethyl)phenol OC(CN1C[C@@H]2[C@H](C1)CC(C2)OC2=CC=C(C=C2)OC)C2=CC=C(C=C2)O